ClC(C(C)(Cl)Cl)(Cl)Cl 1,1,1,2,2-pentachloropropane